4-(4-Chlorophenyl)-2-(3-thienyl)imidazole tert-butyl-((4-(5-chlorothieno[3,2-b]pyridin-3-yl)pyridin-2-yl)-methyl)carbamate C(C)(C)(C)N(C(O)=O)CC1=NC=CC(=C1)C1=CSC=2C1=NC(=CC2)Cl.ClC2=CC=C(C=C2)C=2N=C(NC2)C2=CSC=C2